tert-butyl (E)-4-(3-formyl-4-hydroxy-5-methoxystyryl)piperidine-1-carboxylate C(=O)C=1C=C(/C=C/C2CCN(CC2)C(=O)OC(C)(C)C)C=C(C1O)OC